1-(4-(dimethylamino)phenyl)-7-methoxy-1,2,3,4-tetrahydroisoquinolin-6-ol CN(C1=CC=C(C=C1)C1NCCC2=CC(=C(C=C12)OC)O)C